1-(2-amino-ethyl)-pyrrole-2,5-dione hydrochloride Cl.NCCN1C(C=CC1=O)=O